p-chloromethyl-alpha-methyl-benzyl alcohol ClCC1=CC=C(C(C)O)C=C1